N[C@@H]1CN2C3=C(C=CC=C3C1(O)C)C=C2 (5R)-5-amino-6-methyl-5,6-dihydro-4H-pyrrolo[3,2,1-ij]quinolin-6-ol